NC=1C(=C(C=C2C=C(N=CC12)NC(OC1CN(C1)S(=O)(=O)C)=O)C1=C(C2=C(OCCN2)N=C1)C)F 1-(Methylsulfonyl)azetidin-3-yl (8-amino-7-fluoro-6-(8-methyl-2,3-dihydro-1H-pyrido[2,3-b][1,4]oxazin-7-yl)isoquinolin-3-yl)carbamate